CN1N=CC(=C1)C1=CC2=C(N[C@H](CN2)[C@](C)(N)C2=CC=CC=C2)N=C1 (1R)-1-[(3R)-7-(1-methylpyrazol-4-yl)-1,2,3,4-tetrahydropyrido[2,3-b]pyrazin-3-yl]-1-phenyl-ethanamine